methyl 3-iodo-4-((4-nitrobenzyl)sulfonyl)benzoate IC=1C=C(C(=O)OC)C=CC1S(=O)(=O)CC1=CC=C(C=C1)[N+](=O)[O-]